ClC=1C(=C(CN2CCC(CC2)(C(=O)O)CC2=NC(=NC(=C2F)C2COC2)NC2=NNC(=C2)C)C=CC1)F 1-(3-chloro-2-fluorobenzyl)-4-((5-fluoro-2-((5-methyl-1H-pyrazol-3-yl)amino)-6-(oxetan-3-yl)-pyrimidin-4-yl)methyl)piperidine-4-carboxylic acid